racemic-saligenin OCC1=CC=CC=C1O